triethoxyphenyl-bismuth C(C)OC1=C(C(=C(C=C1)[Bi])OCC)OCC